FC=1C=C(C=CC1OC1=C2C(=NC=C1)NC(C2)=O)NC(=O)C=2C(N(C(N(C2)C(C)C)=O)C2=CC=C(C=C2)F)=O N-(3-fluoro-4-((2-oxo-2,3-dihydro-1H-pyrrolo[2,3-b]pyridin-4-yl)oxy)phenyl)-3-(4-fluorophenyl)-1-isopropyl-2,4-dioxo-1,2,3,4-tetrahydropyrimidin-5-carboxamide